Manganese Chlorid [Cl-].[Mn+2].[Cl-]